F[C@@H]1[C@H]2CC[C@@H](C[C@@H]1N(C=1N=CC(=NC1)C1=C(C=C(C=C1)C1=NC=NC(=N1)OC)O)C)N2 2-(5-{[(1R,2R,3S,5S)-2-fluoro-8-azabicyclo[3.2.1]octan-3-yl](methyl)amino}pyrazin-2-yl)-5-(4-methoxy-1,3,5-triazin-2-yl)phenol